BrC=1C2=CN(N=C2C=C(C1C)F)C(C1=CC=CC=C1)(C1=CC=CC=C1)C1=CC=CC=C1 4-bromo-6-fluoro-5-methyl-2-(Triphenylmethyl)-2H-indazole